4-fluoro-2,8,8-trimethyl-7,8-dihydro-6H-cyclopenta[e]pyrazolo[1,5-a]pyridine FC=1C=2N(C3=C(C1)CCC3(C)C)N=C(C2)C